C(CCCCCCCCCCC)C1=C2C(=CC(=C1)O2)CCCCCCCCCCCC (2,6-dilauryl-1,4-phenylene) ether